CC1(OB(OC1(C)C)C1=CCC2(COC2)CC1)C 4,4,5,5-tetramethyl-2-(2-oxaspiro[3.5]non-6-en-7-yl)-1,3,2-dioxaborolane